O=C([C@H]([C@H]([C@@H]([C@H](C(=O)O[C@H]([C@H]([C@H]([C@@H](C=O)O)O)O)C)O)O)O)O)O L-fucose 5-ketogluconate